BrC1=NN(C=C1CC=1N=C2N(C=C(C(=C2)F)CC)C1)C 2-((3-bromo-1-methyl-1H-pyrazol-4-yl)methyl)-7-fluoro-6-ethylimidazo[1,2-a]pyridine